C(C)(C)(C)OC(=O)N[C@@H](C(=O)OC)CC=1C=NC(=CC1)C(F)(F)F methyl (2R)-2-(tert-butoxycarbonylamino)-3-[6-(trifluoromethyl)-3-pyridyl]propanoate